(S)-4-methyl-3-(1-(5-(4-methylpiperazin-1-yl)pyrazolo[1,5-a]pyrimidin-3-yl)pyrrolidin-3-yl)-N-(5-(trifluoromethyl)pyridin-3-yl)benzamide CC1=C(C=C(C(=O)NC=2C=NC=C(C2)C(F)(F)F)C=C1)[C@H]1CN(CC1)C=1C=NN2C1N=C(C=C2)N2CCN(CC2)C